FC1=CC(=CC2=C1N=C(O2)C)C=2N=C1N(CC2)C=C(C=C1)N1CCNCC1 2-(4-fluoro-2-methyl-1,3-benzoxazol-6-yl)-7-(piperazin-1-yl)-4H-pyrido[1,2-a]pyrimidin